FC1=CC2=C(C=C3N2C(=NN(C3=O)CC(=O)N[C@H]3CNC(CC3)=O)C(C)C)S1 (R)-2-(2-fluoro-5-isopropyl-8-oxothieno[2',3':4,5]pyrrolo[1,2-d][1,2,4]triazin-7(8H)-yl)-N-(6-oxopiperidin-3-yl)acetamide